(4-fluorophenyl)(2-phenyl-1H-imidazol-4-yl)methanone FC1=CC=C(C=C1)C(=O)C=1N=C(NC1)C1=CC=CC=C1